3-tert-butyl-2-cyanoguanidine C(C)(C)(C)NC(N)=NC#N